N-(3-(4-chloro-1H-pyrrolo[2,3-b]Pyridin-5-yl)prop-2-yn-1-yl)-4-methylaniline ClC1=C2C(=NC=C1C#CCNC1=CC=C(C=C1)C)NC=C2